N1N=CN=C1[C@@H]1CN(CC1)C(=O)N1CC(C1)C1=CC=C(C=C1)C1=C(C(=O)OC)C=CC=C1 Methyl 2-[4-[1-[(3S)-3-(1H-1,2,4-triazol-5-yl)pyrrolidine-1-carbonyl]azetidin-3-yl]phenyl]benzoate